C(CCCCC)OC(CCCCCCCCCCC)=O.C(C)C(C(=O)O)(CCCCCCCCCCCCCCCC)CCCCCC.C(CCCCCCCCCCCCCCC)(=O)OC(CCCCC)CC Ethylhexyl Palmitate Ethylhexyl-Stearate Hexyl-Laurate